2-(2-hydroxy-3-tert-butyl-5-carboxypropylphenyl)-5-chlorobenzotriazole OC1=C(C=C(C=C1C(C)(C)C)CCCC(=O)O)N1N=C2C(=N1)C=CC(=C2)Cl